[Mo].[Mo].C[C@H]1NC[C@@H]1CS(=O)(=O)C (2R,3S)-2-methyl-3-((methylsulfonyl)methyl)azetidin dimolybdenum